tert-butyl ((5S,8S,10aR)-8-(((R)-chroman-4-yl)carbamoyl)-6-oxo-3-(phenylsulfonyl)decahydropyrrolo[1,2-a][1,5]diazocin-5-yl)carbamate O1CC[C@H](C2=CC=CC=C12)NC(=O)[C@@H]1CC[C@H]2N1C([C@H](CN(CC2)S(=O)(=O)C2=CC=CC=C2)NC(OC(C)(C)C)=O)=O